N-(6-Bromopyridazin-3-yl)-2-(pyridin-2-yl)acetamide BrC1=CC=C(N=N1)NC(CC1=NC=CC=C1)=O